O[C@@H]1[C@H](CCC1)N(CCCCCCCC(=O)N(CCCCCCCCCC)CCCCCCCCCC)CCCCCCCC(=O)N(CCCCCCCCCC)CCCCCCCCCC 8,8'-(((1S,2S)-2-hydroxycyclopent-yl)azanediyl)bis-(N,N-didecyloctan-amide)